2-hydroxy-2-(4-methoxy-3-methylphenyl)acetic acid OC(C(=O)O)C1=CC(=C(C=C1)OC)C